C1(=CC=CC=C1)N1NN=C(C(=C1C1=CC=CC=2C3=CC=CC=C3NC12)C1=C(C=CC=C1)C1=CC=CC=C1)C1=CC=CC=2OC3=C(C21)C=CC=C3 (phenyl)(carbazolyl)(biphenylyl)(dibenzofuranyl)triazine